(R)-1-(3-(3-(2-fluoro-4-phenoxyphenyl)-1H-pyrazolo[3,4-d]pyrimidin-1-yl)piperidin-1-yl)prop-2-en-1-one FC1=C(C=CC(=C1)OC1=CC=CC=C1)C1=NN(C2=NC=NC=C21)[C@H]2CN(CCC2)C(C=C)=O